ClC1=CC=C(C=C1)C(N1CCN(CC1)CC=1C=C(C=CC1C(F)(F)F)N1CCN(CCC1)C)C1=NC=CC=C1 1-(3-((4-((4-chlorophenyl)(pyridin-2-yl)methyl)piperazin-1-yl)methyl)-4-(trifluoromethyl)phenyl)-4-methyl-1,4-diazepane